piperidin-4-one, hydrochloride salt Cl.N1CCC(CC1)=O